N-(1-(2,4-dichlorophenyl)vinyl)acetamide-2-d ClC1=C(C=CC(=C1)Cl)C(=C)NC(C[2H])=O